3-(5-((4-([2,2'-bifuran]-5-ylmethyl)piperazin-1-yl)methyl)-1-oxoisoindolin-2-yl)piperidine-2,6-dione O1C(=CC=C1CN1CCN(CC1)CC=1C=C2CN(C(C2=CC1)=O)C1C(NC(CC1)=O)=O)C=1OC=CC1